C(=O)(OC(C)(C)C)N1CCN(CC1)C1=NC=CC(=C1)B1OC(C)(C)C(C)(C)O1 2-(4-Boc-1-piperazinyl)pyridine-4-boronic acid pinacol ester